N[C@H](C(=O)N1[C@@H]([C@H]2[C@H]3C=C[C@@H]([C@H]2C1)C3)C(=O)O)C(C)(C)C (1r,2S,3S,6r,7S)-4-[(2S)-2-amino-3,3-dimethylbutyryl]-4-azatricyclo[5.2.1.0{2,6}]dec-8-en-3-carboxylic acid